C(=O)O.COC1=CC=2C3=C(C(=NC2C=C1OCCCN1CCCC1)NC)COC3 8-methoxy-N-methyl-7-[3-(pyrrolidin-1-yl)propoxy]-1H,3H-furo[3,4-c]quinolin-4-amine formate